[Na+].N1(C(=NC(=C1[2H])[2H])[2H])C1=NC(=CC(=N1)C(=O)[O-])C 2-(1H-imidazol-1-yl-d3)-6-methylpyrimidine-4-carboxylic acid sodium salt